oxa[5,6,9]triazacyclotridecin O1C=CC=NN=CC=NC=CC=C1